2-(2-cyclopropyl-4-methoxyphenyl)-3-(oxazol-5-ylmethyl)-4-oxo-3,4-dihydrobenzo[4,5]thieno[2,3-d]pyrimidin-8-yl propionate C(CC)(=O)OC1=CC=CC2=C1SC=1N=C(N(C(C12)=O)CC1=CN=CO1)C1=C(C=C(C=C1)OC)C1CC1